COC(C1=C(C=CC=C1)C1=NC(=NC=C1C)NC=1C=NN(C1)C1CCN(CC1)C(COC(C)=O)=O)=O (2-((1-(1-(2-acetoxyacetyl)piperidin-4-yl)-1H-pyrazol-4-yl)amino)-5-methylpyrimidin-4-yl)benzoic acid methyl ester